(3R)-3-{7-amino-2-[(dimethylamino)methyl]-1H-indol-3-yl}-5-hydroxy-2,3-dihydro-1H-isoindol-1-one NC=1C=CC=C2C(=C(NC12)CN(C)C)[C@@H]1NC(C2=CC=C(C=C12)O)=O